BrC=1C(=CC(=NC1)N(C(OC(C)(C)C)=O)C(=O)OC(C)(C)C)OC tert-butyl N-(5-bromo-4-methoxypyridin-2-yl)-N-(tert-butoxycarbonyl)carbamate